C(CCSCCCCNCCCNCCCCNCCCNCCCCSCCC(=O)[O-])(=O)[O-] 4,27-dithia-9,13,18,22-tetraazatriacontanedioate